2-(4-(6-(tosyloxy)pyridin-3-yl)phenyl)acetic acid S(=O)(=O)(C1=CC=C(C)C=C1)OC1=CC=C(C=N1)C1=CC=C(C=C1)CC(=O)O